COCOC1=CC(=C(C=C1)N1N=C2C=CC=CC2=C1)[N+](=O)[O-] 4-(methoxymethoxy)-2-nitrophenyl-2H-indazole